C(CCCCCCCCCCCCCCCCCCCCC)(=O)OCCCCCC(OC(NCCOCCN(C)C)=O)CCCCCOC(CCCCCCCCCCCCCCCCCCCCC)=O 2-methyl-9-oxo-11-{5-[(1-oxodocosyl) oxy] pentyl}-2,8-diaza-5,10-dioxahexadecan-16-yl docosanoate